C1=CC(=CC=C1C#N)N p-cyanoaniline